[Na].N1C=NC=2N=CNC2C1=O hypoxanthine monosodium salt